COC=1C=C(C=CC1OC)C=1N=C2N(C=CN=C2)C1NC1=CC=C(C(=O)NC)C=C1 4-[[2-(3,4-dimethoxy-phenyl)imidazo[1,2-a]pyrazin-3-yl]amino]-N-methyl-benzamide